(R)- or (S)-6-[1-(2-Fluoro-6-methyl-phenyl)-piperidin-4-yl]-2,7-dimethyl-4-(2-trifluoromethylbenzyl)-2,4,6,7-tetrahydro-pyrazolo[4,3-d]pyrimidin-5-one FC1=C(C(=CC=C1)C)N1CCC(CC1)N1C(N(C=2C([C@H]1C)=NN(C2)C)CC2=C(C=CC=C2)C(F)(F)F)=O |o1:19|